endo-lysine N[C@@H](CCCCN)C(=O)O